[W](=[Se])=[Se].[Pd] palladium-tungsten diselenide